CN1N=C(C(=C1OC([C@@H](C)NC(OC(C)(C)C)=O)C)C=1C=C2C(=C(N1)C)N(N=C2C=C)C2OCCCC2)C tert-butyl ((2R)-3-((1,3-dimethyl-4-(7-methyl-1-(tetrahydro-2H-pyran-2-yl)-3-vinyl-1H-pyrazolo[3,4-c]pyridin-5-yl)-1H-pyrazol-5-yl)oxy)butan-2-yl)carbamate